aluminum potassium silicate sodium salt [Na+].[Si]([O-])([O-])([O-])[O-].[K+].[Al+3]